2-(4-(3-(cyclopropylmethoxy)-4-(difluoromethoxy)phenethyl)phenyl)acetic acid C1(CC1)COC=1C=C(CCC2=CC=C(C=C2)CC(=O)O)C=CC1OC(F)F